N-(3-((2,6-dioxopiperidin-3-yl)amino)phenyl)-2-((R)-2-(trifluoromethyl)piperazin-1-yl)acetamide 2,3-dimethyl-3-pyrroline-1-formate CC1N(CC=C1C)C(=O)O.O=C1NC(CCC1NC=1C=C(C=CC1)NC(CN1[C@H](CNCC1)C(F)(F)F)=O)=O